N-((1-((5-((4-aminopiperidin-1-yl)methyl)-3',5'-dichloro-[1,1'-biphenyl]-3-yl)methyl)piperidin-4-yl)methyl)acetamide NC1CCN(CC1)CC=1C=C(C=C(C1)C1=CC(=CC(=C1)Cl)Cl)CN1CCC(CC1)CNC(C)=O